[Na].[Na].N=1C(C=CC2=CC=C3C(C12)=CC=N3)=O pyrroloquinolinone disodium salt